tert-butyl 8-[6-[3-cyano-2-[dimethylaminomethyleneamino]-5-fluoro-benzofuran-4-yl]-5-fluoro-7,9-dihydrofuro[3,4-f]quinazolin-1-yl]-3,8-diazabicyclo[3.2.1]octane-3-carboxylate C(#N)C1=C(OC2=C1C(=C(C=C2)F)C=2C1=C(C=3C(=NC=NC3C2F)N2C3CN(CC2CC3)C(=O)OC(C)(C)C)COC1)N=CN(C)C